hydroxyphenyl-phenylpropane OC(CC)(C1=CC=CC=C1)C1=CC=CC=C1